Cl\C(\C(=O)O)=C/C=1C=C(C=CC1Cl)C1=C(C(=C(C(=C1F)F)OC)F)F (Z)-2-chloro-3-(4-chloro-2',3',5',6'-tetrafluoro-4'-methoxy-[1,1'-biphenyl]-3-yl)acrylic acid